5-(3-ethoxyphenyl)-7-methylpyrazolo[1,5-a]Pyrimidine-3-carboxylic acid ethyl ester C(C)OC(=O)C=1C=NN2C1N=C(C=C2C)C2=CC(=CC=C2)OCC